[4-[(E)-[ethyl(thieno[3,2-d]pyrimidin-4-yl)hydrazono]methyl]-2-methoxyphenyl]boronic acid C(C)N(\N=C\C1=CC(=C(C=C1)B(O)O)OC)C=1C2=C(N=CN1)C=CS2